2'-(2-(4-methylpiperazin-1-yl)pyrimidin-5-yl)-6',8'-dihydrospiro[chromane-4,9'-pyrido[3',2':4,5]imidazo[2,1-c][1,4]oxazine] CN1CCN(CC1)C1=NC=C(C=N1)C=1C=CC=2N=C3COCC4(N3C2N1)CCOC1=CC=CC=C14